N-(4-((2-(1,1-difluoroethyl)-6-methylpyrimidin-4-yl)amino)-5-(2-methoxythiazol-4-yl)pyridin-2-yl)acetamide FC(C)(F)C1=NC(=CC(=N1)NC1=CC(=NC=C1C=1N=C(SC1)OC)NC(C)=O)C